(S)-3-(5-(4-((1-(4-(8-(4-(difluoromethyl)phenyl)-3-hydroxy-6,7-dihydro-5H-benzo[7]annulen-9-yl)phenyl)piperidin-4-yl)methyl)piperazin-1-yl)-1-oxoisoindolin-2-yl)piperidine-2,6-dione FC(C1=CC=C(C=C1)C=1CCCC2=C(C1C1=CC=C(C=C1)N1CCC(CC1)CN1CCN(CC1)C=1C=C3CN(C(C3=CC1)=O)[C@@H]1C(NC(CC1)=O)=O)C=CC(=C2)O)F